4-hydroxy-5'-bromo-2'-methoxychalcone OC1=CC=C(C=C1)\C=C\C(=O)C1=C(C=CC(=C1)Br)OC